1,5-DIISOCYANATOPENTANE N(=C=O)CCCCCN=C=O